(1,4-dimethyl-7-(1H-pyrazol-3-yl)-1H-imidazo[4,5-d]thieno[3,2-b]pyridin-2-yl)propanol CN1C(=NC=2C1=C1C(=NC2C)C=C(S1)C1=NNC=C1)C(CC)O